3-((Tert-butoxycarbonyl)(methyl)amino)-4-(dimethylamino)-4-oxobutanoic acid C(C)(C)(C)OC(=O)N(C(CC(=O)O)C(=O)N(C)C)C